[CH-]1C=CC=C1.[C-]1(C=CC=C1)NC1=CC=CC=C1.[Fe+2] 1'-ferrocenyl-aniline